1-(ethoxymethyl)-3,6-dimethylpyrimidine-2,4(1H,3H)-dione C(C)OCN1C(N(C(C=C1C)=O)C)=O